4-fluoro-2-methyl-1-(1-methylpiperidin-4-yl)-6-(5-(o-tolyl)-1H-pyrrolo[2,3-b]pyridin-3-yl)-1H-benzo[d]imidazole FC1=CC(=CC=2N(C(=NC21)C)C2CCN(CC2)C)C2=CNC1=NC=C(C=C12)C1=C(C=CC=C1)C